N-(2-bromo-4-methoxy-3-methylphenyl)pivalamide BrC1=C(C=CC(=C1C)OC)NC(C(C)(C)C)=O